3-(3-(Difluoromethoxy)phenyl)-N-(3-methyl-1,1-dioxidothietan-3-yl)-1-(1-methylpiperidin-4-yl)-1H-pyrazolo[4,3-b]pyridine-6-carboxamide FC(OC=1C=C(C=CC1)C1=NN(C=2C1=NC=C(C2)C(=O)NC2(CS(C2)(=O)=O)C)C2CCN(CC2)C)F